CC=1NC2=CC=CC=C2C1CC(=O)O 2-methyl-3-indoleacetic acid